N-[2-[2-(2-aminoethoxy)ethoxy]ethyl]pentanamide NCCOCCOCCNC(CCCC)=O